C(C)(=O)C1C(=O)OCC1 2-acetyl-γ-butyrolactone